BrC1=CC=C(C(=N1)Cl)C(C)O 1-(6-bromo-2-chloropyridin-3-yl)ethanol